C(C1=CC=CC=C1)OC1=NC(=CC=C1C1=CC=C(C=C1)N1CCC(CC1)CN1CCN(CC1)C(=O)OC(C)(C)C)OCC1=CC=CC=C1 tert-butyl 4-[(1-{4-[2,6-bis(benzyloxy)pyridin-3-yl]phenyl}piperidin-4-yl)methyl]piperazine-1-carboxylate